NCC(=O)N1CCC(CC1)CO 2-amino-1-(4-(hydroxymethyl)piperidin-1-yl)ethan-1-one